6-Bromomethyl-nicotinonitrile BrCC1=NC=C(C#N)C=C1